1-(cyclopentyloxy)-3-nitrobenzene C1(CCCC1)OC1=CC(=CC=C1)[N+](=O)[O-]